NC=1C=2N(C=CN1)C(=NC2C2=CC=C(C=C2)[C@](C)(C2=CC(=CC=C2)C(C(F)(F)F)(C)C)O)[C@H]2CN1C(CC[C@@H]1CC2)=O (6R,8aS)-6-[8-Amino-1-(4-{(1R)-1-hydroxy-1-[3-(2,2,2-trifluoro-1,1-dimethylethyl)phenyl]-ethyl}phenyl)imidazo[1,5-a]pyrazin-3-yl]hexahydroindolizin-3(2H)-on